thienyl-(thiophen) S1C(=CC=C1)C=1SC=CC1